3-(4-methylpiperazin-1-yl)-1-(4-(pyridin-3-ylmethyl)-3,4-dihydroquinoxalin-1(2H)-yl)propan-1-on CN1CCN(CC1)CCC(=O)N1CCN(C2=CC=CC=C12)CC=1C=NC=CC1